[Na].C(CCCCCCC\C=C/CCCCCCCC)(=O)C=1C(=C(C=CC1)N)OC 3-oleoyl-amino-2-methoxybenzene sodium